C(C)(C)N1C[C@@H](N(CC1)C1CC2(C1)CCNCC2)C2=C(C=CC=C2)C(C)C |o1:5| (S or R)-2-(4-isopropyl-2-(2-isopropylphenyl)piperazin-1-yl)-7-azaspiro[3.5]Nonane